2-(5-(2-(3-Cyanophenyl)pyrimidin-4-yl)-1,2,4-oxadiazol-3-yl)pyrrolidine-1-carbonitrile C(#N)C=1C=C(C=CC1)C1=NC=CC(=N1)C1=NC(=NO1)C1N(CCC1)C#N